C(C1=CC=CC=C1)OC1=C(C=CC=C1F)C1(CC=CCC1)OCOC(=O)N1CC2(CC1C)NC(COC2)=O [({[(benzyloxy)-3-fluorophenyl]cyclohex-3-en-1-yl}oxy)methyl]-3-methyl-7-oxo-9-oxa-2,6-diazaspiro[4.5]decane-2-carboxylate